1-(phenyl-d5)pyrrolidin C1(=C(C(=C(C(=C1[2H])[2H])[2H])[2H])[2H])N1CCCC1